phenanthren-3-yl-(3-acetamidopropionyl)-L-histidine C1=CC(=CC=2C3=CC=CC=C3C=CC12)N([C@@H](CC1=CNC=N1)C(=O)O)C(CCNC(C)=O)=O